BrCCCCCCCCCC(=O)N(CCCCCCCC)CCCCCCCC 10-bromo-N,N-dioctyldecanamide